7-(8-ethyl-7-fluoro-3-(methoxymethoxy)naphthalen-1-yl)-8-fluoro-2-(((2R,7aS)-2-fluorotetrahydro-1H-pyrrolizin-7a(5H)-yl)methoxy)pyrido[4,3-d]pyrimidin-4-yl trifluoromethanesulfonate FC(S(=O)(=O)OC=1C2=C(N=C(N1)OC[C@]13CCCN3C[C@@H](C1)F)C(=C(N=C2)C2=CC(=CC1=CC=C(C(=C21)CC)F)OCOC)F)(F)F